3-(4-Cyclopropyl-1H-imidazol-1-yl)aniline C1(CC1)C=1N=CN(C1)C=1C=C(N)C=CC1